O=C1NC2(C3=C1SC(=C3)NC3=CC(=NC=N3)NC(=O)C3CCCC3)CCCCC2 N-(6-((6'-Oxo-5',6'-dihydrospiro[cyclohexane-1,4'-thieno[2,3-c]pyrrol]-2'-yl)amino)pyrimidin-4-yl)cyclopentanecarboxamide